tert-butyl 4-(3-(pyridin-4-ylmethoxy)-1H-pyrazol-1-yl)piperidine-1-carboxylate N1=CC=C(C=C1)COC1=NN(C=C1)C1CCN(CC1)C(=O)OC(C)(C)C